9,1-bis(3,5-diphenylphenyl)anthracene C1(=CC=CC=C1)C=1C=C(C=C(C1)C1=CC=CC=C1)C=1C2=CC=CC=C2C=C2C=CC=C(C12)C1=CC(=CC(=C1)C1=CC=CC=C1)C1=CC=CC=C1